2-({7-amino-1-oxo-4-[3-(2-phenylethynyl)-1H-indazol-5-yl]-2,3-dihydro-1H-isoindol-2-yl}methyl)prop-2-enenitrile NC=1C=CC(=C2CN(C(C12)=O)CC(C#N)=C)C=1C=C2C(=NNC2=CC1)C#CC1=CC=CC=C1